C(C)(C)(C)OC(=O)N1CCN(CC1)CC1=CC(=NN1)C(N[C@@H](CN1N=C(C=C1)C1=CC(=C(C=C1)C#N)Cl)C)=O (R)-4-((3-((1-(3-(3-chloro-4-cyanophenyl)-1H-pyrazol-1-yl)propan-2-yl)carbamoyl)-1H-pyrazol-5-yl)methyl)piperazine-1-carboxylic acid tert-butyl ester